C1(CC1)CN1C(=NC2=C1C(=CC(=C2)C(=O)OC)OC)C=2N1CCN(C3=CC=CC(C2)=C13)C(=O)OC(C)(C)C Tert-butyl 2-[1-(cyclopropylmethyl)-7-methoxy-5-methoxycarbonyl-benzimidazol-2-yl]-1,9-diazatricyclo[6.3.1.04,12]dodeca-2,4(12),5,7-tetraene-9-carboxylate